FC1=CC=C(C=C1)COC1=C(C(=NN1C(=O)C1=COC(=C1)C)C1CCNCC1)OC 4-{5-[(4-fluorophenyl)methoxy]-4-methoxy-1-(5-methylfuran-3-carbonyl)-1H-pyrazol-3-yl}piperidine